NC1=NC(=C(C=C1C=1C=C2CCNC(C2=CC1)=O)C1=CC=C(C=C1)N1CCN(CC1)C(C)C)F 6-(2-amino-6-fluoro-5-(4-(4-isopropylpiperazin-1-yl)phenyl)pyridin-3-yl)-3,4-dihydroisoquinolin-1(2H)-one